3-(5-(1-(5-Bromo-3-methyl-1H-indole-2-carbonyl)piperidin-4-yl)-1-oxoisoindolin-2-yl)piperidine-2,6-dione BrC=1C=C2C(=C(NC2=CC1)C(=O)N1CCC(CC1)C=1C=C2CN(C(C2=CC1)=O)C1C(NC(CC1)=O)=O)C